Antipyrine CC1=CC(=O)N(C2C=CC=CC=2)N1C